3-Benzoylpyrimidine-2,4(1H,3H)-dione C(C1=CC=CC=C1)(=O)N1C(NC=CC1=O)=O